zinc isobutyl isoamyl dithiophosphate P(=S)(SCC(C)C)(OCCC(C)C)[O-].[Zn+2].C(C(C)C)SP(=S)(OCCC(C)C)[O-]